6-amino-4-chloro-pyridine-2-carbonitrile NC1=CC(=CC(=N1)C#N)Cl